C(C)(C)[N@@]1C(C1)C(=O)[O-].[K+] potassium (R)-1-isopropylaziridine-2-carboxylate